C(C)N1C(=NC=2CN(CCC21)CC)C(=O)N 1,5-diethyl-4,5,6,7-tetrahydro-1H-imidazo[4,5-c]pyridine-2-carboxamide